6-[4-Fluoro-3-(trifluoromethyl)phenyl]-N4-(3-methoxy-2,2-dimethylpropyl)-N4-methyl-3-nitropyridin-2,4-diamine FC1=C(C=C(C=C1)C1=CC(=C(C(=N1)N)[N+](=O)[O-])N(C)CC(COC)(C)C)C(F)(F)F